N-(5-(4-((4-ethylpiperazin-1-yl)methyl)-3-(trifluoromethyl)benzamido)-2-methylphenyl)-4-methoxy-1H-pyrrolo[2,3-b]pyridine-5-carboxamide C(C)N1CCN(CC1)CC1=C(C=C(C(=O)NC=2C=CC(=C(C2)NC(=O)C=2C(=C3C(=NC2)NC=C3)OC)C)C=C1)C(F)(F)F